[3-fluoro-5-(1,1,2,2,3,3,3-heptafluoropropyl)-2-pyridyl]-2-[1-[3-(2-hydroxyethoxy)propyl]tetrazol-5-yl]sulfanyl-5-nitro-benzamide FC=1C(=NC=C(C1)C(C(C(F)(F)F)(F)F)(F)F)C=1C(=C(C(=O)N)C=C(C1)[N+](=O)[O-])SC1=NN=NN1CCCOCCO